FCC1(CN(C1)C=1C=C2C(=CC=NC2=CC1)C(=O)O)C 6-(3-(fluoromethyl)-3-methylazetidin-1-yl)quinoline-4-carboxylic acid